N-(4-(4-((3-cyanopropyl)sulfonamido)-3-fluorophenyl)-1H-pyrrolo[2,3-b]pyridin-6-yl)cyclopropylcarboxamide C(#N)CCCS(=O)(=O)NC1=C(C=C(C=C1)C1=C2C(=NC(=C1)NC(=O)C1CC1)NC=C2)F